1-Ethyl-2,4-dioxo-3-(4-(trifluoromethyl)phenyl)-1,3,8-triazaspiro[4.5]decane-8-carboxylic acid tert-butyl ester C(C)(C)(C)OC(=O)N1CCC2(C(N(C(N2CC)=O)C2=CC=C(C=C2)C(F)(F)F)=O)CC1